C(C=CC1=CC=CC=C1)C1=C(C(N(C1C1=CC=C(C=C1)OC)C1=CC=C(C=C1)C)=O)O 4-cinnamyl-3-hydroxy-5-(4-methoxyphenyl)-1-(4-tolyl)-1H-pyrrol-2(5H)-one